FC=1CCN(CC1C(=O)N1CCN(CC1)C1=NC=C(C=N1)C(F)(F)F)C(=O)OC(C)(C)C tert-butyl 4-fluoro-5-(4-(5-(trifluoromethyl) pyrimidin-2-yl) piperazine-1-carbonyl)-3,6-dihydropyridine-1(2H)-carboxylate